FC1=CC=C(C=C1)C1=CN=C(S1)NC1=CC2=C(C=N1)N=CN2CCNC(=O)[C@H]2N(CC[C@@H]2O)C(=O)OC(C)(C)C tert-butyl (2S,3S)-2-[2-[6-[[5-(4-fluorophenyl)thiazol-2-yl]amino]imidazo[4,5-c]pyridin-1-yl]ethylcarbamoyl]-3-hydroxypyrrolidine-1-carboxylate